dihydroxyammonium 5,5'-bitetrazole-1,1'-diformate N1(N=NN=C1C1=NN=NN1C(=O)[O-])C(=O)[O-].O[NH2+]O.O[NH2+]O